2,2-bis-(4-cyanooxyphenyl)-hexafluoropropane C(#N)OC1=CC=C(C=C1)C(C(F)(F)F)(C(F)(F)F)C1=CC=C(C=C1)OC#N